(R)-N4-(1-((tert-butyldimethylsilyl)oxy)-2-methylhex-2-yl)-N2-(2,4-dimethoxybenzyl)-7-(2-(4-methylpiperazin-1-yl)pyrimidin-5-yl)pyrido[4,3-d]pyrimidine-2,4-diamine [Si](C)(C)(C(C)(C)C)OC[C@](CCCC)(C)NC=1C2=C(N=C(N1)NCC1=C(C=C(C=C1)OC)OC)C=C(N=C2)C=2C=NC(=NC2)N2CCN(CC2)C